6-bromomethyl-3,4-dihydro-2-methyl-quinazolin-4-one BrCC=1C=C2C(NC(=NC2=CC1)C)=O